C1(CCCCC1)C=1OC2=C(CN(CC2)C=2N=C(C3=C(N2)CC[S@]3=O)NC3(CCC3)CO)N1 (R)-2-(2-cyclohexyl-6,7-dihydro-oxazolo[4,5-c]pyridin-5(4H)-yl)-4-((1-(hydroxymethyl)cyclobutyl)amino)-6,7-dihydro-thieno[3,2-d]pyrimidine 5-oxide